ClC1=CC=2N(C(=C1)C1=C(C(=C(C#N)C=C1)F)F)N=CN2 4-{7-chloro-[1,2,4]triazolo[1,5-a]pyridin-5-yl}-2,3-difluorobenzonitrile